sodium monomethyl-carbonate salt COC([O-])=O.[Na+]